N-(3-methoxybenzyl)-N-(4-(4-methylpiperazin-1-yl)benzyl)-4-((4-methylpiperazin-1-yl)methyl)aniline COC=1C=C(CN(C2=CC=C(C=C2)CN2CCN(CC2)C)CC2=CC=C(C=C2)N2CCN(CC2)C)C=CC1